C(C)(C)(C)OC(=O)N[C@H](C(=O)OC)CC1=CNC2=C(C=CC=C12)C1=CC=CC=C1 (S)-methyl 2-((tert-butoxycarbonyl)amino)-3-(7-phenyl-1H-indol-3-yl)propanoate